2-(9-chloro-5-oxopyrido[3',4':4,5]pyrimido[1,2-a]indol-11(5H)-ylidene)hydrazine-1-carboximidamide ClC1=CC=2C(C=3N(C2C=C1)C(C1=C(N3)C=NC=C1)=O)=NNC(N)=N